NC1=NNC(=N1)S 3-Amino-1,2,4-Triazol-5-Thiol